C(C)N1C=NC=C1CN1C=NC2=C1C=C(C=C2)C(=O)[O-] 1-((1-ethyl-1H-imidazol-5-yl)methyl)-1H-benzo[d]imidazol-6-carboxylate